tert-butyl N-[1-methyl-6-[(2-[[(2S)-2-methylpyrrolidin-1-yl]methyl]-1-[[2-(trimethylsilyl)ethoxy]methyl]pyrrolo[3,2-c]pyridin-6-yl)carbamoyl]indazol-3-yl]carbamate CN1N=C(C2=CC=C(C=C12)C(NC1=CC2=C(C=N1)C=C(N2COCC[Si](C)(C)C)CN2[C@H](CCC2)C)=O)NC(OC(C)(C)C)=O